CN(C1=CC=C(C=C1)N=NC1=CC=C(C2=CC=CC(=C12)NCCN)S(=O)(=O)O)C 4-(4-dimethylaminophenylazo)5-((2-aminoethyl)amino)-1-naphthalenesulfonic acid